BrC=1C=C(C(=O)NC=2N(C=C(N2)CCC(NC2=CC=CC=C2)=O)C2=CC=CC=C2)C=CC1 3-Bromo-N-(4-(3-oxo-3-(phenylamino)propyl)-1-phenyl-1H-imidazol-2-yl)benzamide